CCCCC(O)OP(=O)(O)O pentanediol phosphate